N-((5-(2-bromoacetyl)thiophen-2-yl)methyl)-4-methyl-N-phenylpiperazine-1-carboxamide BrCC(=O)C1=CC=C(S1)CN(C(=O)N1CCN(CC1)C)C1=CC=CC=C1